C(C1=CC=CC=C1)N1C(=NC2=C1C=C(C=C2Br)C=2C(=NOC2C)C)C 4-(1-benzyl-4-bromo-2-methyl-1H-benzo[d]imidazol-6-yl)-3,5-dimethylisoxazole